1-((3R,5S,8R,9S,10S,13S,14S,17S)-3-hydroxy-3-(methoxymethyl)-10,13-dimethylhexadecahydro-1H-cyclopenta[a]phenanthren-17-yl)-2-(1H-imidazol-1-yl)ethan-1-one O[C@@]1(CC[C@@]2([C@H]3CC[C@@]4([C@H](CC[C@H]4[C@@H]3CC[C@H]2C1)C(CN1C=NC=C1)=O)C)C)COC